N1(CCCCC1)CCCNC=1N=CNC2=NC3=CC(=CC=C3C21)C(=O)OC Methyl 4-{[3-(1-piperidinyl)propyl]amino}-1H-pyrimido[4,5-b]indole-7-carboxylate